3-(2-(4-chloro-2-methylphenoxy)-4-methyl-5-nitrophenyl)-7-methoxy-1-methyl-1H-pyrrolo[2,3-c]pyridine ClC1=CC(=C(OC2=C(C=C(C(=C2)C)[N+](=O)[O-])C2=CN(C3=C(N=CC=C32)OC)C)C=C1)C